FC(C(=O)O)(F)F.FC(OC=1C=C(C=C(C1)C(F)(F)F)[C@H](CC(=O)O)NC(CNC(=O)C1=CC(=C2C=NNC2=C1)NC=1NCC(CN1)F)=O)F (3S)-3-(3-(difluoromethoxy)-5-(trifluoromethyl)phenyl)-3-(2-(4-((5-fluoro 1,4,5,6-Tetrahydropyrimidin-2-yl)amino)-1H-indazole-6-carboxamido)acetamido)propanoate Trifluoroacetate